C1=C(C=CC=2C3=CC=CC=C3C3(C12)C1=CC=CC=C1C=1C=CC=CC13)B(O)O 9,9'-spirobi[9h-fluorene]-2-boronic acid